C1(=CC=C(C=C1)C1=NC=C(C=C1)OC(F)(F)F)C 2-(p-tolyl)-5-(trifluoromethoxy)pyridine